(S)-tert-butyl (1-(4-chloropyridin-2-yl)but-3-en-1-yl)carbamate ClC1=CC(=NC=C1)[C@H](CC=C)NC(OC(C)(C)C)=O